C(C1=CC=CC=C1)OC1=CC=C2C(=C(C(=NC2=C1)Cl)C1CCOCC1)C1=CC=C(C=C1)F 7-benzyloxy-2-chloro-4-(4-fluorophenyl)-3-tetrahydropyran-4-yl-quinoline